C1(CC1)C=1N=C(C(=NC1C1=CC=CC=2N(C=NC21)C)C(=O)N)NC=2C(=NN(C2)C2CCN(CC2)C)C 5-Cyclopropyl-6-(1-methylbenzimidazol-4-yl)-3-[[3-methyl-1-(1-methyl-4-piperidyl)pyrazol-4-yl]amino]pyrazine-2-carboxamide